tert-Butyl (1R*,3S*,5S*)-3-((methylsulfonyl)oxy)-8-azabicyclo[3.2.1]octane-8-carboxylate CS(=O)(=O)OC1C[C@H]2CC[C@@H](C1)N2C(=O)OC(C)(C)C |o1:7,10|